FC(=C1C[C@H](N(CC1)C(=O)OC(C)(C)C)C)F tert-butyl (2R)-4-(difluoromethylene)-2-methylpiperidine-1-carboxylate